CC1(OC2=C(C(C1)=O)C(=CC(=C2)OS(=O)(=O)C2=CC=C(C=C2)C)OC)C 2,2-dimethyl-5-methoxy-4-oxo-7-(p-methyl-benzenesulfonyloxy)-2,3-dihydrobenzopyran